(S)-4-tert-butyl-2-(2-pyridyl)oxazoline C(C)(C)(C)[C@@H]1N=C(OC1)C1=NC=CC=C1